4-{trans-2,2-dichloro-3-[3-(3-fluorophenyl)-1,2,4-oxadiazol-5-yl]cyclopropyl}benzenesulfonamide ClC1([C@H]([C@@H]1C1=NC(=NO1)C1=CC(=CC=C1)F)C1=CC=C(C=C1)S(=O)(=O)N)Cl